C(C)(C)N1CCN(CC1)CC1=CC=2N(C=C1)N=CC2N2C(NC(CC2)=O)=O 1-(5-((4-isopropylpiperazin-1-yl)methyl)pyrazolo[1,5-a]pyridin-3-yl)dihydropyrimidine-2,4(1H,3H)-dione